2-methyl-1,6-naphthyridine-5-carboxylic acid potassium salt [K+].CC1=NC=2C=CN=C(C2C=C1)C(=O)[O-]